(E)-3-(4-hydroxyphenyl)-1-phenylprop-2-en-1-one OC1=CC=C(C=C1)/C=C/C(=O)C1=CC=CC=C1